BrC=1N=C(N2C1C(=NC=C2C(F)(F)F)N)C 1-bromo-3-methyl-5-(trifluoromethyl)imidazo[1,5-a]pyrazin-8-amine